ethyl 5-(4-(1-(4-chloro-3-fluorophenyl)-3,3-dimethyl-2,3-dihydro-1H-pyrrolo[3,2-b]pyridine-5-carbonyl)-3,3-dimethylpiperazin-1-yl)-5-oxopentanoate ClC1=C(C=C(C=C1)N1CC(C2=NC(=CC=C21)C(=O)N2C(CN(CC2)C(CCCC(=O)OCC)=O)(C)C)(C)C)F